(1-fluoro-1-((3-fluorophenyl)sulfonyl)ethyl)piperidine FC(C)(S(=O)(=O)C1=CC(=CC=C1)F)N1CCCCC1